C1(CC1)C1=CC(=C(C=C1)NC1=CC(=NC=C1C(=O)NOCC)NC=1C(=NC(=CC1)F)C)N(S(=O)(=O)C)C 4-((4-cyclopropyl-2-(N-methylmethanesulfonamido)phenyl)amino)-N-ethoxy-6-((6-fluoro-2-methylpyridin-3-yl)amino)nicotinamide